(2-Fluoro-4-(1-(4-methyl-2-oxoimidazolidin-1-yl)ethyl)phenyl)carbamic acid tert-butyl ester C(C)(C)(C)OC(NC1=C(C=C(C=C1)C(C)N1C(NC(C1)C)=O)F)=O